7-[[5-(4-hydroxy-1-piperidyl)-2-pyridyl]amino]-4-(6-methylpyrazolo[1,5-a]pyrimidin-3-yl)isoindolin-1-one OC1CCN(CC1)C=1C=CC(=NC1)NC=1C=CC(=C2CNC(C12)=O)C=1C=NN2C1N=CC(=C2)C